FC=1C(=NC(=NC1)NC1=CC=C(C=C1)S(=O)(=O)N)N1[C@H](C=2N(C3(C1)CC3)C=NC2)C (S)-4-((5-fluoro-4-(8'-methyl-6'H-spiro[cyclopropane-1,5'-imidazo[1,5-a]pyrazin]-7'(8'H)-yl)pyrimidin-2-yl)amino)benzenesulfonamide